C1(CC1)CN=S(=O)(N)C1=CC=C(C=C1)NC1=C2C(=NC=C1)N(N=C2)CC N'-(cyclopropylmethyl)-4-((1-ethyl-1H-pyrazolo[3,4-b]pyridine-4-yl)amino)benzenesulfonimidamide